sodium binaphthol C=1(C(=CC=C2C=CC=CC12)O)C1=CC=CC2=CC=CC=C12.[Na]